Cl.N(C(=N)N)C[C@@H](C)O |r| (±)-1-guanidino-2-propanol hydrochloride